ClC1=CC=C(C=C1)\C(\C)=N\N1C(N2[C@@H](CCCC2)C1=O)=O (S,E)-2-((1-(4-chlorophenyl)ethylidene)amino)tetrahydroimidazo[1,5-a]pyridine-1,3(2H,5H)-dione